C(C(C)(C)C)(=O)N[C@@H](CC1=CC=C(C=C1)NS(=O)(=O)O)C=1SC=C(N1)CC=1SC=CC1 (S)-4-(2-pivaloylamino-2-(4-(thiophen-2-ylmethyl)thiazol-2-yl)ethyl)phenylaminosulfonic acid